lithium tris(pentafluoroethylsulfonyl)methide [C-](S(=O)(=O)C(F)(F)C(F)(F)F)(S(=O)(=O)C(F)(F)C(F)(F)F)S(=O)(=O)C(F)(F)C(F)(F)F.[Li+]